5-(azetidin-3-yl)-2-(3-chlorophenoxy)pyridine 4-methylbenzenesulfonate CC1=CC=C(C=C1)S(=O)(=O)O.N1CC(C1)C=1C=CC(=NC1)OC1=CC(=CC=C1)Cl